(1S,2S)-1-(2-chloro-4,5-difluorophenyl)-1-(1-ethyl-1H-pyrazol-4-yl)propan ClC1=C(C=C(C(=C1)F)F)[C@@H](CC)C=1C=NN(C1)CC